2,2-dimethyl-3-butyl methacrylate C(C(=C)C)(=O)OC(C(C)(C)C)C